3-((2-((S)-(1-ethyl-1H-pyrazole-5-carboxamido)((1r,4S)-4-methylcyclohexyl)methyl)imidazo[1,2-b]pyridazin-7-yl)methyl)-2-oxo-6-(trifluoromethyl)piperidine-3-carboxylic acid C(C)N1N=CC=C1C(=O)N[C@H](C=1N=C2N(N=CC(=C2)CC2(C(NC(CC2)C(F)(F)F)=O)C(=O)O)C1)C1CCC(CC1)C